C(C)(C)C1=C(C=CC=C1)C1N(CCN(C1)C(C1=CC=C(C=C1)OC)=O)C1CC2(C1)CCN(CC2)C2=CC=C(C(=O)N)C=C2 4-(2-(2-(2-isopropylphenyl)-4-(4-methoxybenzoyl)piperazin-1-yl)-7-azaspiro[3.5]nonan-7-yl)benzamide